NC=1C=CC(=NC1)N1N=C(C(=C1)C1=CN=C(N1C)C(=O)NC1=CC(=C(C=C1)C(=O)N1CC2CCCC(C1)N2)Cl)C(F)(F)F 5-[1-(5-amino-2-pyridyl)-3-(trifluoromethyl)pyrazol-4-yl]-N-[3-chloro-4-(3,9-diazabicyclo[3.3.1]nonane-3-carbonyl)phenyl]-1-methyl-imidazole-2-carboxamide